FC1CCC(N(C1)CC1=CC=C(C=C1)OC)C1=C(C=O)C=CC=C1 2-(5-fluoro-1-(4-methoxybenzyl)piperidin-2-yl)benzaldehyde